CO[Si](OC)(OC)C=C trimethoxysilyl-ethaneN